C(C)(C)(C)OC(=O)NC1=C(C=C(C=N1)NC(C(=O)N1[C@H](CC[C@@H](C1)C)C=1CCN(CC1)C(=O)OCC1=CC=CC=C1)=O)C benzyl 4-[(2R,5S)-1-[2-[[6-(tert-butoxycarbonylamino)-5-methyl-3-pyridyl]amino]-2-oxo-acetyl]-5-methyl-2-piperidyl]-3,6-dihydro-2H-pyridine-1-carboxylate